3-(4-Bromo-3-chlorophenyl)acrylic acid ethyl ester C(C)OC(C=CC1=CC(=C(C=C1)Br)Cl)=O